C(C)(C)C=1C(=NNC1C=1C=C(C=2N(C1)N=CN2)OC)C=2SC(=CN2)N2CCNCC2 2-(4-isopropyl-5-(8-methoxy-[1,2,4]triazolo[1,5-a]pyridin-6-yl)-1H-pyrazol-3-yl)-5-(piperazin-1-yl)thiazol